COC(C1=CC(=C(C(=C1)Br)NC(C)C)N)=O 3-amino-5-bromo-4-(isopropylamino)benzoic acid methyl ester